1-(3-Chlorophenyl)-7-oxo-6-[3-(piperidin-1-ylmethyl)phenyl]-4,5-dihydropyrazolo[3,4-c]pyridine-3-carboxylic acid ClC=1C=C(C=CC1)N1N=C(C2=C1C(N(CC2)C2=CC(=CC=C2)CN2CCCCC2)=O)C(=O)O